(1H-benzimidazol-1-yl)methanol N1(C=NC2=C1C=CC=C2)CO